C(#N)C=1C2=C(SC1NC(CSC1(CC1)C(=O)OCC)=O)CCCC2 ethyl 1-((2-((3-cyano-4,5,6,7-tetrahydrobenzo[b]thiophen-2-yl)amino)-2-oxoethyl)thio)cyclopropanecarboxylate